ClC1=NC=C(C(=N1)NC=1C=C(C=CC1SC)NC(C)=O)Cl N-(3-((2,5-dichloropyrimidin-4-yl)amino)-4-(methylthio)phenyl)acetamide